6-(3-(5-(2,6-diazaspiro[3.3]hept-2-yl)pyridin-2-yl)-4-isopropyl-1H-pyrazol-5-yl)-8-methoxy-[1,2,4]triazolo[1,5-a]pyridine C1N(CC12CNC2)C=2C=CC(=NC2)C2=NNC(=C2C(C)C)C=2C=C(C=1N(C2)N=CN1)OC